2-chloro-N-(4-(dipropylamino)-2-(ethylamino)benzyl)-N-(furan-2-ylmethyl)benzamide ClC1=C(C(=O)N(CC=2OC=CC2)CC2=C(C=C(C=C2)N(CCC)CCC)NCC)C=CC=C1